5-amino-4-methyl-2-(1H-pyrazol-1-yl)benzonitrile NC=1C(=CC(=C(C#N)C1)N1N=CC=C1)C